NCCOCCOCCN1N=NC(=C1)CNC1=C2C(N(C(C2=CC=C1)=O)C1C(NC(CC1)=O)=O)=O 4-[[1-[2-[2-(2-Aminoethoxy)ethoxy]ethyl]triazol-4-yl]methylamino]-2-(2,6-dioxo-3-piperidyl)isoindoline-1,3-dione